N-[2-(2-hydroxylethyloxy)ethyl]-biotinamide OCCOCCNC(CCCC[C@@H]1SC[C@@H]2NC(=O)N[C@H]12)=O